N[C@H](C)C1=C(C#N)C=CC=C1 [(1R)-1-aminoethyl]benzonitrile